CC=1C(=C2C=CNC2=C(C1)C)C[C@H]1[C@@H](CC(CC1)(F)F)C1=CC=C(C(=O)O)C=C1 4-((1r,2s)-2-((5,7-dimethyl-1H-indol-4-yl)methyl)-5,5-difluorocyclohexyl)benzoic acid